methyl 3-(methylcarbamoyl)benzoate CNC(=O)C=1C=C(C(=O)OC)C=CC1